C(C)(C)(C)C=1OC2=C(C1)C=CC=C2 2-(tertiary butyl)benzofuran